COC1CCC(CC1)NC=1N=CC2=C(N1)C(=CN=C2C2=C(C(=O)N)C=CC=C2)C2=CC=C(C=C2)C(=O)N2CCCCC2 (2-(((1R,4R)-4-methoxycyclohexyl)amino)-8-(4-(piperidine-1-carbonyl)phenyl)pyrido[4,3-d]pyrimidin-5-yl)benzamide